3-((5-(imidazo[1,2-a]pyridin-6-yl)-4-methoxy-7H-pyrrolo[2,3-d]pyrimidin-2-yl)amino)-1-methylcyclobutan-1-ol N=1C=CN2C1C=CC(=C2)C2=CNC=1N=C(N=C(C12)OC)NC1CC(C1)(O)C